FC=1C(=NC(=NC1[Sn](C)(C)C)C)OC1CCC(CC1)C(F)(F)F rel-5-fluoro-2-methyl-4-{[(1r,4r)-4-(trifluoromethyl)-cyclohexyl]oxy}-6-(trimethylstannyl)pyrimidine